5-{2-[4-(1,2-Benzisoxazol-3-yl)piperazin-1-yl]ethyl}-3-methyl-6,7-dihydro[1,2]oxazolo[4,5-c]pyridin-4(5H)-one O1N=C(C2=C1C=CC=C2)N2CCN(CC2)CCN2C(C1=C(CC2)ON=C1C)=O